ClC1=C(C=C(C(=C1)F)OC)C1=C(C=C2C(N(C(NC2=C1)=O)C1=CN=CC2=CC=CC=C12)=O)F 7-(2-chloro-4-fluoro-5-methoxy-phenyl)-6-fluoro-3-(4-isoquinolinyl)-1H-quinazoline-2,4-dione